C(CCC)C1=CC=2SC(=CC2S1)B(O)O 5-butyl-2-thieno[3,2-b]thiopheneboronic acid